(S)-(1'-(4-Cyanopyrimidin-2-yl)-1,3-dihydrospiro[indene-2,4'-piperidin]-1-yl)carbamic acid tert-butyl ester C(C)(C)(C)OC(N[C@@H]1C2=CC=CC=C2CC12CCN(CC2)C2=NC=CC(=N2)C#N)=O